5-fluoro-8H-dibenzo[3,4:6,7]cyclohepta[1,2-b]thiophen-8-one FC=1C=CC2=C(C3=C(SC=C3)C3=C(C2=O)C=CC=C3)C1